Trithiol C1=CSSS1